methyl 2-(3-(piperazin-1-yl) bicyclo[1.1.1]pentan-1-yl)-2H-indazole-6-carboxylate N1(CCNCC1)C12CC(C1)(C2)N2N=C1C=C(C=CC1=C2)C(=O)OC